FC(OC1=C(C=CC(=C1)N[C@@H]1CN(CC1)CCCF)[C@H]1N([C@@H](CC2=C1NC1=CC=CC=C21)C)CC(CO)(F)F)F 3-((1R,3R)-1-(2-(difluoromethoxy)-4-(((S)-1-(3-fluoropropyl)pyrrolidin-3-yl)amino)phenyl)-3-methyl-1,3,4,9-tetrahydro-2H-pyrido[3,4-b]indol-2-yl)-2,2-difluoropropan-1-ol